Ethoxide zinc [Zn+2].[O-]CC.[O-]CC